5-{[(1S)-1-(6-chloro-2-oxo-1,2-dihydroquinolin-3-yl)ethyl]amino}-6-oxo-1-(trifluoromethyl)-1,6-dihydropyridine-2-carbonitrile ClC=1C=C2C=C(C(NC2=CC1)=O)[C@H](C)NC1=CC=C(N(C1=O)C(F)(F)F)C#N